tert-butyl 4-(1-methyl-1-piperazin-1-yl-ethyl)piperidine-1-carboxylate CC(C)(N1CCNCC1)C1CCN(CC1)C(=O)OC(C)(C)C